dimethyl pentane-1,3-dicarboxylate C(CC(CC)C(=O)OC)C(=O)OC